COC1=C(C=CC(=C1)N1CCN(CC1)C)NC=1N=CC2=C(N1)NC(C(=C2)C)=O ((2-Methoxy-4-(4-methylpiperazin-1-yl)phenyl)amino)-6-methylpyrido[2,3-d]pyrimidin-7(8H)-one